1,2-bis((2R,5R)-diphenylphospholyl)ethane C1(=CC=CC=C1)C=1C(=C(PC1)CCC=1PC=C(C1C1=CC=CC=C1)C1=CC=CC=C1)C1=CC=CC=C1